C1(C=2C(C(N1O[C@H]1C[C@@H](O[C@@H]1CO[Si](C)(C)C(C)(C)C)N1C(=O)NC(=O)C(C)=C1)=O)=CC=CC2)=O 3'-O-phthalimido-5'-O-tert-Butyldimethylsilyl-thymidine